FC(C1=C2C(=NNC1=O)C(CC2)N2C[C@H](OCC2)C(=O)N2CCN(CC2)C2=NC=C(C=N2)C(F)(F)F)(F)F 4-(Trifluoromethyl)-7-((S)-2-(4-(5-(trifluoromethyl)pyrimidin-2-yl)piperazine-1-carbonyl)morpholino)-2,5,6,7-tetrahydro-3H-cyclopenta[c]pyridazin-3-one